1-phenylindolizine-7-carboxamide C1(=CC=CC=C1)C=1C=CN2C=CC(=CC12)C(=O)N